C(C1=CC=CC=C1)=C1C=C(C(C(=C1)C(C)(C)C)=O)C(C)(C)C 4-benzylidene-2,6-bis-t-butylcyclohex-2,5-dien-1-one